C([C@@H]([C@@H](CO)O)O)C(=O)C=O The molecule is a deoxyketohexose comprising the open-chain form of D-glucose lacking the -OH group at the 3-position and having the keto group at the 2-position. It is a deoxyketohexose and a deoxyglucose.